C1(CCCCC1)N1N=NC=2C(C1=O)=NN(C2C)CC2=C(C=CC=C2F)F 3-cyclohexyl-6-(2,6-difluorobenzyl)-7-methyl-3,6-dihydro-4H-pyrazolo[4,3-d][1,2,3]triazin-4-one